COC1=C(CNC=2N=CC3=C(N2)C=C(C=N3)C=3C=NC(=CC3)CN3CCCC3)C=CC(=C1)OC 2-((2,4-Dimethoxybenzyl)amino)-7-(6-(pyrrolidin-1-ylmethyl)pyridin-3-yl)pyrido[3,2-d]pyrimidin